ClC1=CC=C(C=C1)C(C)N1C(=NC2=C1C=C(C=C2NS(=O)(=O)CC)C=2C1=C(C(N(C2)C)=O)NC=C1)C N-(1-(1-(4-chlorophenyl)ethyl)-2-methyl-6-(6-methyl-7-oxo-6,7-dihydro-1H-pyrrolo[2,3-c]pyridin-4-yl)-1H-benzo[d]imidazol-4-yl)ethane-sulfonamide